[4-(5-Amino-1-tert-butyl-4-cyanopyrazol-3-yl)phenyl]acetic acid NC1=C(C(=NN1C(C)(C)C)C1=CC=C(C=C1)CC(=O)O)C#N